C(C)N1CCN(CC1)C1=CC=C(C=N1)NC1=NC2=C(C(=CC=C2C=N1)F)C1=NC=CC(=C1)NC(C=C)=O N-(2-(2-((6-(4-ethylpiperazin-1-yl)pyridin-3-yl)amino)-7-fluoroquinazolin-8-yl)pyridin-4-yl)acrylamide